[N+](=O)([O-])C1=C(C(=O)O)C=C(C=C1)SSC=1C=CC(=C(C(=O)O)C1)[N+](=O)[O-] 5,5'-dithiobis[2-nitrobenzoic acid]